FC=1C=C(OC2=CC=C3CCN(CC3=C2)C(=O)C2CN(CCC2)C(C=C)=O)C=CC1C(F)(F)F 1-(3-(7-(3-fluoro-4-(trifluoromethyl)phenoxy)-1,2,3,4-tetrahydro-isoquinoline-2-carbonyl)piperidin-1-yl)prop-2-en-1-one